[N-](S(=O)(=O)C(F)(F)C(F)(F)F)S(=O)(=O)C(F)(F)C(F)(F)F.C(C)[N+]1(CCCC1)CCC 1-ethyl-1-propylpyrrolidinium bis(pentafluoroethanesulfonyl)imide salt